2-(4-(difluoromethoxy)-2-ethyl-6-isopropylphenyl)acetic acid FC(OC1=CC(=C(C(=C1)C(C)C)CC(=O)O)CC)F